methyl-propane methacrylate C(C(=C)C)(=O)O.CCCC